(2R,3R,3aS,6aR)-3a-(benzyloxy)-2-(4-chloro-7H-pyrrolo[2,3-d]pyrimidin-7-yl)-6-methylenehexahydro-2H-cyclopenta[b]furan-3-ol C(C1=CC=CC=C1)O[C@]12[C@H](O[C@H]([C@@H]1O)N1C=CC3=C1N=CN=C3Cl)C(CC2)=C